2,3-DIMERCAPTOPROPIONIC ACID SC(C(=O)O)CS